5-(3-({1-((1-(3-aminopropyl)-3-(4-(trifluoromethoxy)phenyl)-1H-indol-5-yl)methyl)piperidin-4-yl}oxy)propyl)-2-(2,6-dioxopiperidin-3-yl)isoindoline-1,3-dione NCCCN1C=C(C2=CC(=CC=C12)CN1CCC(CC1)OCCCC=1C=C2C(N(C(C2=CC1)=O)C1C(NC(CC1)=O)=O)=O)C1=CC=C(C=C1)OC(F)(F)F